ClC=1C=C2C(=NN(C2=CC1C#N)COCC[Si](C)(C)C)C=1C=NC=2CCN(CC2C1)C 5-Chloro-3-(6-methyl-5,6,7,8-tetrahydro-1,6-naphthyridine-3-yl)-1-((2-(trimethylsilyl)ethoxy)methyl)-1H-Indazole-6-carbonitrile